Dioxin-6-ol O1C=COC=C1O